3-(2-methylphenyl)-1-(4-methoxyphenyl)prop-2-yn-1-one CC1=C(C=CC=C1)C#CC(=O)C1=CC=C(C=C1)OC